methyl 3-((2-chlorophenyl) amino)-5-methylthiophene-2-carboxylate ClC1=C(C=CC=C1)NC1=C(SC(=C1)C)C(=O)OC